2,3-Dimethoxy-13-(3-(piperidin-1-yl)propoxy)-[1,3]dioxolo[4',5':4,5]benzo[1,2-c]phenanthridine COC=1C=C2C(=NC=3C4=C(C=CC3C2=CC1OC)C=C1C(=C4)OCO1)OCCCN1CCCCC1